tert-butyl 9,9-difluoro-2,7-diazaspiro[4.5]decane-7-carboxylate FC1(CN(CC2(CCNC2)C1)C(=O)OC(C)(C)C)F